CC1=NC(=CC(=C1)C=1C=CC2=C(CN(CCC2(C)C)CC2CCOCC2)C1)C 8-(2,6-dimethylpyridin-4-yl)-5,5-dimethyl-2-((tetrahydro-2H-pyran-4-yl)methyl)-2,3,4,5-tetrahydro-1H-benzo[c]azepine